C1(CC1)C(=O)N1CCP(CC1)(=O)C1=CC(=C(C=C1)NCC#C)OC cyclopropyl(4-(3-methoxy-4-(prop-2-yn-1-ylamino)phenyl)-4-oxido-1,4-azaphosphinan-1-yl)methanone